COC(=O)C1(CCC(CC1)C1=NC(=CC(=N1)Cl)C)OC 4-(4-chloro-6-methylpyrimidin-2-yl)-1-methoxycyclohexane-1-carboxylic acid methyl ester